NCCNC=1C=CC(=NC1)N1N=C(C(=C1)C1=CN=C(N1C)C(=O)NC1=CC(=C(C=C1)C(=O)N1CCN(CC1)C(C1CCNCC1)=O)Cl)C(F)(F)F 5-[1-[5-(2-Aminoethylamino)-2-Pyridyl]-3-(Trifluoromethyl)Pyrazol-4-yl]-N-[3-Chloro-4-(4-Isonipecotoylpiperazine-1-Carbonyl)Phenyl]-1-Methyl-Imidazole-2-Carboxamide